1-((4AR,6R,7aS)-2-(2,6-difluorobenzyloxy)-2-oxo-4H-furo[3,2-d][1,3,2]dioxaphosphorin-6-yl)-5-fluoropyrimidine-2,4(1H,3H)-dione FC1=C(COP2(OCC3=C(O2)C=C(O3)N3C(NC(C(=C3)F)=O)=O)=O)C(=CC=C1)F